C(C)(C)(C)OC(=O)NC(C(=O)O)C(C1CC1)C1CC1 2-(tert-butoxycarbonyl-amino)-3,3-dicyclopropyl-propanoic acid